(2S)-[4-(3-fluorobenzyloxy)benzylamino]propionic acid methyl ester COC([C@H](C)NCC1=CC=C(C=C1)OCC1=CC(=CC=C1)F)=O